C(C)(C)(C)OC(=O)N1C([C@H](C1)OC=1C(=NC(=CC1)C(NC([2H])([2H])[2H])=O)F)C.OC1=C(C=C(C=C1)C(C)(C)C)C1=C(C2=C(NN=N2)C=C1)C1=C(C=CC(=C1)C(C)(C)C)O bis(2-hydroxy-5'-tert-butylphenyl)benzotriazole tert-butyl-(3S)-3-({2-fluoro-6-(methyl-d3-carbamoyl)pyridin-3-yl}oxy)-2-methylazetidine-1-carboxylate